N-(4-((7-(6-(2,2,2-trifluoroethyl)quinazolin-4-yl)-2,7-diazaspiro[3.5]nonan-2-yl)methyl)phenyl)ethanesulfonamide FC(CC=1C=C2C(=NC=NC2=CC1)N1CCC2(CN(C2)CC2=CC=C(C=C2)NS(=O)(=O)CC)CC1)(F)F